NC(C(=O)O)(CCCCB(O)O)CCN1CCC(CC1)CC1=CC=C(C=C1)F 2-amino-6-borono-2-(2-(4-(4-fluorobenzyl)piperidin-1-yl)ethyl)hexanoic acid